ClC1=CC(=CS1)C(=O)NCC1=C(C=CC2=C1N(C=N2)C)CC 5-chloro-N-((6-ethyl-1-methyl-1H-benzimidazol-7-yl)methyl)thiophene-3-carboxamide